BrC1=CC2=CN(N=C2C=C1OC)C1CC1 5-Bromo-2-cyclopropyl-6-methoxy-2H-indazole